F[C@@H]1CN(CC[C@@H]1NC1=C2C=C(N(C2=CC=C1)CC(F)(F)F)C#CCNC1=C(C=C(C(=O)NC)C=C1)OC)C |r| (rac)-4-{[3-(4-{[(3R,4S)-3-fluoro-1-methylpiperidin-4-yl]amino}-1-(2,2,2-trifluoroethyl)-1H-indol-2-yl)prop-2-yn-1-yl]amino}-3-methoxy-N-methylbenzamide